(R)-1-(ethylamino)propan-2-ol C(C)NC[C@@H](C)O